C(=O)C1(CN(CCC1)C(=O)OCC1=CC=CC=C1)C(=O)OC 1-benzyl 3-methyl 3-formylpiperidine-1,3-dicarboxylate